OC1=C(C=CC(=C1)OCCCCCCCC)C1=NC(=NC(=N1)C1=C(C=C(C=C1)C)C)C1=C(C=C(C=C1)C)C 2-(2'-hydroxy-4'-octyloxyphenyl)-4,6-bis(2',4'-dimethylphenyl)-1,3,5-triazine